N1C(CCC1)C=1C=CC=NC1 5-(pyrrolidin-2-yl)pyridin